(cis)-4-acetoxycyclohexanecarboxylic acid C(C)(=O)O[C@H]1CC[C@H](CC1)C(=O)O